(E)-N-(3-fluorophenyl)-3-(1H-indazol-6-yl)acrylamide FC=1C=C(C=CC1)NC(\C=C\C1=CC=C2C=NNC2=C1)=O